(R)-(3-Aminopiperidin-1-yl)(2-(7-chloro-1-isobutyl-1H-indol-2-yl)-3,4-dihydro-5-oxa-1,2a-diazaacenaphthylen-7-yl)methanon N[C@H]1CN(CCC1)C(=O)C=1C=C2OCCN3C(=NC(C1)=C32)C=3N(C2=C(C=CC=C2C3)Cl)CC(C)C